10-undecenyl glyceryl ether C(C(O)CO)OCCCCCCCCCC=C